COC(C)(C=CC)OC 2,2-dimethoxy-3-pentene